methyl 3-bromo-2-fluoro-4-(isopropylamino)-5-nitrobenzoate BrC=1C(=C(C(=O)OC)C=C(C1NC(C)C)[N+](=O)[O-])F